C(C)(C)(C)OC(=O)N1CC(CCC1)C1=CC=CC=C1 3-phenyl-piperidine-1-carboxylic acid tert-butyl ester